2-[5-(1-aminoethyl)-1H-1,2,4-triazol-1-yl]-1,3-thiazole-5-carbonitrile NC(C)C1=NC=NN1C=1SC(=CN1)C#N